ClC1=C(C(=NC(=N1)SC)N(C(C)C=1C(=NSN1)NC(OC(C)(C)C)=O)CC)C#N tert-butyl N-[4-[1-[(6-chloro-5-cyano-2-methylsulfanyl-pyrimidin-4-yl)-ethyl-amino]ethyl]-1,2,5-thiadiazol-3-yl]carbamate